C1(CC1)C1=CC(=NN1)NC(C(C(C)C)C=1C=C(C=CC1)C=1C=CC(=NC1)NC(\C=C\CN1CCOCC1)=O)=O (E)-N-(5-(3-(1-((5-cyclopropyl-1H-pyrazol-3-yl)amino)-3-methyl-1-oxobutan-2-yl)phenyl)pyridin-2-yl)-4-morpholinobut-2-enamide